ClC1=C(C=C2C=C(N=CC2=C1)NC(=O)C1C2COC[C@@H]12)C1CCN(CC1)[C@@]1(COC[C@@H]1O)C (R)-N-(7-chloro-6-(1-((3R,4R)-4-hydroxy-3-methyltetrahydrofuran-3-yl)piperidin-4-yl)isoquinolin-3-yl)-3-oxabicyclo[3.1.0]hexane-6-carboxamide